CN1C=NC(C=2N=CN([C@H]3C[C@H](O)[C@@H](CO)O3)C12)=N N3-methyl-2'-deoxyadenosine